C(C)(C)(C)OC(NCCONC(C1=C(C=C(C=C1)C#N)NC1=C(C=C(C=C1)I)F)=O)=O (2-((4-cyano-2-((2-fluoro-4-iodophenyl)amino)benzoylamino)oxy)ethyl)carbamic acid tert-butyl ester